3-(5-(((1R,2S)-2-aminocyclohexyl)amino)-1-oxoisoindolin-2-yl)piperidine-2,6-dione N[C@@H]1[C@@H](CCCC1)NC=1C=C2CN(C(C2=CC1)=O)C1C(NC(CC1)=O)=O